([1,1'-biphenyl]-4-yl)propionitrile C1(=CC=C(C=C1)C(C#N)C)C1=CC=CC=C1